6-((2S,2S)-2-(6-(2,4-dimethoxypyrimidin-5-yl)-3-fluoroimidazo[1,2-b]pyridazin-8-yl)cyclopropyl)-3,3-dimethyl-1-(2,2,2-trifluoroethyl)indolin-2-one COC1=NC=C(C(=N1)OC)C=1C=C(C=2N(N1)C(=CN2)F)[C@@H]2C(C2)C2=CC=C1C(C(N(C1=C2)CC(F)(F)F)=O)(C)C